C(C)OC(C1=NC=CC(=C1)C=1OC2=C(N1)C=C(C=C2)C#N)=O 4-(5-Cyanobenzo[d]oxazol-2-yl)picolinic acid ethyl ester